bis(6,6,7,7,8,8,8-heptafluoro-2,2-dimethyl-3,5-octanedione) copper [Cu].FC(C(CC(C(C)(C)C)=O)=O)(C(C(F)(F)F)(F)F)F.FC(C(CC(C(C)(C)C)=O)=O)(C(C(F)(F)F)(F)F)F